C1(=CC=CC=C1)N(C1=CC=C(C=C1)C=1C=CC=2C(N(C(C3=CC=CC1C23)=O)C2=CC=C(C=C2)CCCC(=O)O)=O)C2=CC=CC=C2 4-(4-(6-(4-(diphenylamino)phenyl)-1,3-dioxo-1H-benzo[de]isoquinolin-2(3H)-yl)phenyl)butanoic acid